BrC1=CC(=CC2=C1SC(=C2)C(=O)N)OC(C)C 7-bromo-5-isopropoxy-benzo[b]thiophene-2-carboxamide